zinc-gold salt [Au].[Zn]